2,3-dimethyl-2,3-bis(4-isopropylphenyl)butane CC(C)(C(C)(C1=CC=C(C=C1)C(C)C)C)C1=CC=C(C=C1)C(C)C